N-(2-(1,2-Dimethyl-5-nitro-1H-pyrrol-3-yl)pyrimidin-4-yl)-5-isopropyl-8-((2R,3S)-2-methyl-3-((methanesulfonyl)methyl)azetidin-1-yl)isoquinolin-3-amine CN1C(=C(C=C1[N+](=O)[O-])C1=NC=CC(=N1)NC=1N=CC2=C(C=CC(=C2C1)C(C)C)N1[C@@H]([C@H](C1)CS(=O)(=O)C)C)C